C[Si](\C=C\C(F)(F)F)(C)C (E)-trimethyl-(3,3,3-trifluoro-1-propenyl)silane